N1(CCOCC1)C=1C=2N(N=CC1C(=O)N)C=CN2 8-(morpholin-4-yl)imidazo[1,2-b]Pyridazine-7-carboxamide